COC1=C(C(=CC=C1)C)N1N=C2C(=CC1=O)NN=C2C2=CC=C(C=C2)N2CCN(CC2)C 5-(2-Methoxy-6-methylphenyl)-3-(4-(4-methylpiperazin-1-yl)phenyl)-1H-pyrazolo[4,3-c]pyridazin-6(5H)-on